3-{3-[6-(Pyrrolidin-1-yl)pyridin-2-yl]-phenyl}-4-[(4-chlorophenyl)amino]cyclobut-3-ene-1,2-dione N1(CCCC1)C1=CC=CC(=N1)C=1C=C(C=CC1)C=1C(C(C1NC1=CC=C(C=C1)Cl)=O)=O